Z-pyrano[3',4':6,7]indolizino[1,2-b]quinoline-3,14(4H)-dione C=1OC(CC=2C1C(N1C=C3C(N=C4C=CC=CC4=C3)=C1C2)=O)=O